7-bromo-1-((1-((tert-butyldiphenylsilyl) oxy) cyclopropyl) methyl)-1H-benzo[d]imidazole-5-carboxylate BrC1=CC(=CC2=C1N(C=N2)CC2(CC2)O[Si](C2=CC=CC=C2)(C2=CC=CC=C2)C(C)(C)C)C(=O)[O-]